4-[2-[tert-butyl(dimethyl)silyl]oxyethoxy]butanoic acid [Si](C)(C)(C(C)(C)C)OCCOCCCC(=O)O